ClC1=CC(=C(C(=N1)C(=O)O)C=O)C1=C(C=C(C=C1)Cl)F 6-chloro-4-(4-chloro-2-fluoro-phenyl)-3-formyl-pyridine-2-carboxylic acid